N=1C(C=CC=CC1)=O 2H-azepine-2-one